(1R,3aS,6aR)-2-((R)-2-fluoro-2-(3-fluorophenyl)propanoyl)-N-((R)-4-fluoro-3-oxo-1-((S)-2-oxopyrrolidin-3-yl)butan-2-yl)octahydrocyclopenta[c]pyrrole-1-carboxamide F[C@](C(=O)N1[C@H]([C@H]2[C@@H](C1)CCC2)C(=O)N[C@H](C[C@H]2C(NCC2)=O)C(CF)=O)(C)C2=CC(=CC=C2)F